[I-].CN(C=1C=CC2=NC3=CC=C(C=C3[S+]=C2C1)N(C)C)C 3,7-bis(dimethylamino)phenothiazin-5-ium iodide